OC(CN1N=NC2=C1C=CC(=C2C)CCC(=O)[O-])(C)C 3-[1-(2-hydroxy-2-methylpropyl)-4-methyl-1H-benzotriazol-5-yl]propanoate